C(C)(C)(C)C1=CC=C(CN2N=C(N(C2=O)CC)CCCC=2C=C(C=CC2)C2=CC(=C(C=C2)CC(=O)O)OC)C=C1 (3'-(3-(1-(4-(tert-Butyl)benzyl)-4-ethyl-5-oxo-4,5-dihydro-1H-1,2,4-triazol-3-yl)propyl)-3-methoxy-[1,1'-biphenyl]-4-yl)acetic acid